C(C)[C@@H]\1CN2CCC3=C([C@@H]2C/C1=C/C(=O)OC)N(C1=CC=CC(=C13)OC)S(=O)(=O)C1=CC=C(C)C=C1 Methyl (Z)-2-((3S,12bS)-3-ethyl-8-methoxy-12-tosyl-3,4,6,7,12,12b-hexahydroindolo[2,3-a]quinolizin-2(1H)-ylidene)acetate